CN(S(=O)(=O)C1=CC(=C(C(=O)OC)C=C1C)[N+](=O)[O-])C methyl 4-(N,N-dimethylsulfamoyl)-5-methyl-2-nitrobenzoate